C1(=CC=CC=C1)COC=1C=CC=C2C=C(NC12)C=O 7-Phenylmethyloxy-1H-indole-2-carbaldehyde